C1(=CC(=CC=C1)C(C)(C)C1=CC=C(C=C1)C=1C(=O)NC(C1)=O)C(C)(C)C1=CC=C(C=C1)C=1C(=O)NC(C1)=O (1,3-phenylene-bis-(2,2-propylene)-di-p-phenylene)bismaleimide